2-(difluoromethoxy)-4-methoxy-pyrimidin-5-amine FC(OC1=NC=C(C(=N1)OC)N)F